C(=O)C1=CC=C(O1)C#N 5-formylfuran-2-carbonitrile